Methyl (((4-chloronaphthalen-1-yl) oxy)(4-nitrophenoxy) phosphoryl)-L-alaninate ClC1=CC=C(C2=CC=CC=C12)OP(=O)(OC1=CC=C(C=C1)[N+](=O)[O-])N[C@@H](C)C(=O)OC